methyl 2'-amino-4'-bromo-2-fluoro-[1,1'-biphenyl]-4-carboxylate NC1=C(C=CC(=C1)Br)C1=C(C=C(C=C1)C(=O)OC)F